N-ethyl-6-(hydroxymethyl)nicotinamide C(C)NC(C1=CN=C(C=C1)CO)=O